O1C(=CC=C1)C1=NN2C(N=C(N=C2N)NCCC2=CC=C(C=C2)NCCCOC)=N1 2-(furan-2-yl)-N5-(4-((3-methoxypropyl)amino)phenethyl)-[1,2,4]triazolo[1,5-a][1,3,5]triazine-5,7-diamine